O(C1=CC=CC=C1)C1OCC1 phenoxyoxetane